COC(C1=NC=C(C=C1)C=1N=CC2=C(C=CC=C2C1)C=1N=C(N2C1CN(C(C2CC)=O)C)CC)=O.BrC(CC2=C(C(=O)N)C=CC=C2)=C 2-(2-bromoprop-2-enyl)benzamide methyl-5-(8-(3,5-diethyl-7-methyl-6-oxo-5,6,7,8-tetrahydroimidazo[1,5-a]pyrazin-1-yl)isoquinolin-3-yl)picolinate